OC(C(=O)OCCCCO)CC (3R)-hydroxybutyl (3S)-hydroxybutyrate